ClC=1C=C2C(=C(/C(/C2=CC1)=C/C1=CC=C(C=C1)OC1=CC=C(C=C1)OC)C)CC(=O)O (Z)-2-(5-Chloro-1-(4-(4-methoxyphenoxy)benzylidene)-2-methyl-1H-inden-3-yl)acetic acid